(+)-Oxalic acid C(C(=O)O)(=O)O